(1-methylpiperidin-2-yl)methanol CN1C(CCCC1)CO